5-((6-bromo-3-isopropyl-3H-imidazo[4,5-c]pyridin-4-yl)amino)-2-chloro-4-fluoro-3-methylbenzoic acid BrC1=CC2=C(C(=N1)NC=1C(=C(C(=C(C(=O)O)C1)Cl)C)F)N(C=N2)C(C)C